OC1=C(CC2=C(C=CC=C2)N2N=C3C(=N2)C=CC=C3)C=C(C=C1CN1C(C3=C(C1=O)CCCC3)=O)C 2-(2'-hydroxy-3'-(3,4,5,6-tetrahydrophthalimidylmethyl)-5'-methylbenzylphenyl)Benzotriazole